N1C(=NC2=C1C=CC=C2)C(=O)N2C(C=1N(CC2)C(=NN1)C1=NC(=NS1)C)C (1H-benzo[d]imidazol-2-yl)(8-methyl-3-(3-methyl-1,2,4-thiadiazol-5-yl)-5,6-dihydro-[1,2,4]triazolo[4,3-a]pyrazin-7(8H)-yl)methanone